NC1=C(C(=NN1C1CC1)C1=C2C=CNC2=C(C=C1)CNC(C1=C(C=CC(=C1)F)OC)=O)C(=O)N 5-amino-1-cyclopropyl-3-(7-((5-fluoro-2-methoxybenzamido)methyl)-1H-indol-4-yl)-1H-pyrazole-4-carboxamide